4-((3'-(2-acetamidoethoxy)-[1,1'-biphenyl]-4-yl)oxy)-1H-1,2,3-triazole-5-carboxylic acid C(C)(=O)NCCOC=1C=C(C=CC1)C1=CC=C(C=C1)OC=1N=NNC1C(=O)O